5-(8-isoquinolinyl)-6-propyl-pyridin-2-amine C1=NC=CC2=CC=CC(=C12)C=1C=CC(=NC1CCC)N